1-hydroxyisopropylhydrazine OC(C)(C)NN